ClC1=NC(=CC(=C1)NC(=O)C1=CC2=C(S1)C=CC(=C2)C(C)(C)S(=O)(=O)C)OC2=CC(=CC(=C2)OC)Cl N-(2-Chloro-6-(3-chloro-5-methoxyphenoxy)pyridin-4-yl)-5-(2-(methylsulfonyl)propan-2-yl)benzo[b]thiophen-2-carboxamid